C(C)(CC)O[Si](O[Si](C)(C)C)(C)C Sec-butoxy-pentamethyldisiloxane